NC1=NN2C(N=CC=C2)=C1C(=O)NC(C)C=1C=C(C=2N(C1N1CC(CC1)(C)C#N)C=NC2)Cl 2-amino-N-(1-(8-chloro-5-(3-cyano-3-methylpyrrolidin-1-yl)imidazo[1,5-a]pyridin-6-yl)ethyl)pyrazolo[1,5-a]pyrimidine-3-carboxamide